C(C)(C)(C)[Si](OC(CC=O)C1=C(C=CC(=C1)F)F)(C)C 3-[tert-butyl-(dimethyl)silyl]oxy-3-(2,5-difluorophenyl)propanal